CC1=C(C(=C(C(=O)[PH2+]C(C2=C(C(=C(C=C2)C)C)C)=O)C=C1)C)C bis(trimethylbenzoyl)phosphonium